CC(CCOCCCCCCCC)(OCCCCCCCC\C=C/CCCCCCCC)C dimethyl-1-[(9Z)-octadec-9-en-1-yloxy]-3-(octyloxy)propan